C(#C)C=1C(=CC=C2C=C(C=C(C12)C1=C(C=2N=C(N=C(C2C=N1)N1CC2CCC(C1)N2C(C=C)=O)OC[C@H]2N(CCC2)C)F)O)F 1-{3-[7-(8-ethynyl-7-fluoro-3-hydroxynaphthalen-1-yl)-8-fluoro-2-{[(2S)-1-methylpyrrolidin-2-yl]methoxy}pyrido[4,3-d]pyrimidin-4-yl]-3,8-diazabicyclo[3.2.1]octan-8-yl}prop-2-en-1-one